[Pd].FC1=C(C(=C(C(=C1F)F)F)F)[B-](C1=C(C(=C(C(=C1F)F)F)F)F)(C1=C(C(=C(C(=C1F)F)F)F)F)C1=C(C(=C(C(=C1F)F)F)F)F.CC1=CC=C(C=C1)[I+]C1=CC=C(C=C1)C(C)C (4-methylphenyl)[4-(propan-2-yl)phenyl]iodonium tetrakis(2,3,4,5,6-pentafluorophenyl)borate palladium (0)